C(C)OC(=O)C1C(C1)COC(F)(F)F 2-((trifluoromethoxy)methyl)cyclopropanecarboxylic acid ethyl ester